C(C)(C)(C)[C@](C(=O)O)(CCC(C=[N+]=[N-])=O)NC([C@H](CC1=CC=C(C=C1)F)NC(=O)OCC1C2=CC=CC=C2C=2C=CC=CC12)=O.OC=1C=C(C=CC1)C=1C2=CC=C(N2)C(=C2C=CC(C(=C3C=CC(=C(C=4C=CC1N4)C4=CC(=CC=C4)O)N3)C3=CC(=CC=C3)O)=N2)C2=CC(=CC=C2)O 5,10,15,20-tetra-(m-hydroxyphenyl)porphyrin tert-Butyl-(S)-2-((S)-2-((((9H-fluoren-9-yl)methoxy)carbonyl)amino)-3-(4-fluorophenyl)propanamido)-6-diazo-5-oxohexanoate